O[C@@H](CC)C1=CC(=C(C=N1)C1=NC=C2C=C(N=CC2=C1)NC(=O)C12CC(C1)C2)C (S)-N-(7-(6-(1-hydroxypropyl)-4-methylpyridin-3-yl)-2,6-naphthyridin-3-yl)bicyclo[1.1.1]pentane-1-carboxamide